3-fluoro-N-methoxy-N-methylbenzamide FC=1C=C(C(=O)N(C)OC)C=CC1